6-(Cyclopropanecarboxamido)-4-((4-methoxypyrazolo[1,5-a]pyridin-3-yl)amino)-N-(methyl-d3)nicotinamide C1(CC1)C(=O)NC1=NC=C(C(=O)NC([2H])([2H])[2H])C(=C1)NC=1C=NN2C1C(=CC=C2)OC